(R and S)-3-((dimethylamino)methyl)-1-(5-(2-hydroxy-4-(trifluoromethyl)phenyl)pyrido[2,3-d]pyridazin-8-yl)pyrrolidin-3-ol CN(C)C[C@]1(CN(CC1)C=1N=NC(=C2C1N=CC=C2)C2=C(C=C(C=C2)C(F)(F)F)O)O |r|